methyl 6-bromo-3-ethyl-3-methoxy-1-methyl-2-oxo-indoline-5-carboxylate BrC1=C(C=C2C(C(N(C2=C1)C)=O)(OC)CC)C(=O)OC